C12N(CC(NC1)CC2)C2=C1CN(C(C1=C(C=C2)F)=O)C2CNCCC2 3-(4-(2,5-diazabicyclo[2.2.2]octan-2-yl)-7-fluoro-1-oxoisoindoline-2-yl)piperidine